4-(Furan-2-yl)butan-2-one O1C(=CC=C1)CCC(C)=O